9-(9-(4,4,5,5-tetramethyl-1,3,2-dioxaborolan-2-yl)dibenzo[b,d]furan-4-yl)-9H-carbazole CC1(OB(OC1(C)C)C1=CC=CC2=C1C1=C(O2)C(=CC=C1)N1C2=CC=CC=C2C=2C=CC=CC12)C